2,6,6-trimethyl-4,5,6,7-tetrahydrobenzo[d]thiazole CC=1SC2=C(N1)CCC(C2)(C)C